2-Chloro-4-{2-formylthien-3-yl}-7-phenyl-7H-pyrrolo[2,3-d]pyrimidine ClC=1N=C(C2=C(N1)N(C=C2)C2=CC=CC=C2)C2=C(SC=C2)C=O